BrC=1C(=NC(=CC1N)C)C 3-bromo-2,6-dimethylpyridin-4-amine